C(\C=C\CCC)(=O)O 3E-hexenoic acid